4-(2-(2-Chlorophenyl)-4,4-difluoropyrrolidin-1-yl)benzoic acid ClC1=C(C=CC=C1)C1N(CC(C1)(F)F)C1=CC=C(C(=O)O)C=C1